C(C)(C)(C)OC(CC[C@@H](C(=O)N[C@H](C(=O)OCC)CCC1=CC=CC=C1)NC(C)=O)=O (S)-4-acetamido-5-(((S)-1-ethoxy-1-oxo-4-phenylbutan-2-yl)amino)-5-oxopentanoic acid tert-butyl ester